(4-(7H-pyrrolo[2,3-d]pyrimidin-4-yl)-3,4-dihydro-2H-1,4-thiazin-6-yl)(1,7-diazaspiro[4.5]decan-7-yl)methanone hydrochloride Cl.N1=CN=C(C2=C1NC=C2)N2CCSC(=C2)C(=O)N2CC1(CCCN1)CCC2